N1=CN=CC2=C1C=CC=N2 pyrido[3,2-d]-pyrimidine